CC1NC(C(C1)=O)CO[C@@H]1CC[C@@H](CC1)C1=CC=CC=C1 2-methyl-4-oxo-5-({[(CIS)-4-phenylcyclohexyl]oxy}methyl)pyrrolidine